FC1=C(C=C(C[C@@H](C(=O)NO)CCCCN(C)CC2=NC=C(C=C2)F)C=C1C)C (S)-2-(4-fluoro-3,5-dimethylbenzyl)-6-(((5-fluoropyridin-2-yl)methyl)(methyl)amino)-N-hydroxyhexanamide